FC1=C(CN2[C@@H](CCC2=O)CC(=O)N[C@H](C(=O)N[C@H](C(SC(C)C)=O)C(C)C)C(C)C)C=CC=C1F S-Isopropyl (S)-2-((S)-2-(2-((S)-1-(2,3-difluorobenzyl)-5-oxopyrrolidin-2-yl)acetamido)-3-methylbutanamido)-3-methylbutanethioate